COC1=CC=C2C(=CN(C2=C1)C)CN1CC(OCC1)C1=CC=CC(=N1)NC=1SC=C(N1)C N-(6-(4-((6-methoxy-1-methyl-1H-indol-3-yl)methyl)morpholin-2-yl)pyridin-2-yl)-4-methylthiazol-2-amine